O1CCC(=CC1)C1=NN2C(N(C(=C(C2=O)N2CCNCC2)C)CC(=O)NC=2C(=NC(=CC2)C(F)(F)F)C)=N1 2-(2-(3,6-dihydro-2H-pyran-4-yl)-5-methyl-7-oxo-6-(piperazin-1-yl)-[1,2,4]triazolo[1,5-a]pyrimidin-4(7H)-yl)-N-(2-methyl-6-(trifluoromethyl)pyridin-3-yl)acetamide